[I-].C(C)(C)(C)C1=CC=C(CN2C=CC3=CC(=CC=C23)NC2=CC(N(C=C2)C)C2=CC=C(C=C2)C(C)(C)C)C=C1 4-((1-(4-(tert-butyl)benzyl)-1H-indol-5-yl)amino)-2-(4-(tert-butyl)phenyl)-1-methylpyridine iodide salt